2-(2-methoxy-benzyl)-piperidine COC1=C(CC2NCCCC2)C=CC=C1